ClCC1(CN(CCC1)C(=O)OC(C)(C)C)C#N tert-butyl 3-(chloromethyl)-3-cyano-piperidine-1-carboxylate